N1=C(C=CC=C1)CN1CCN(C2=CC=CC=C12)C(=O)NC1CCN(CC1)C(=O)OC(C)(C)C tert-Butyl 4-(4-(pyridin-2-ylmethyl)-1,2,3,4-tetrahydroquinoxaline-1-carboxamido)piperidin-1-carboxylate